O1C(CCC12OC(CC2)=O)=O 1,6-dioxaspiro[4.4]nonane-2,7-dione